CN(CCCOC=CCCCCCC\C=C/CC=CCCCCC)C N,N-dimethyl-3-[(9Z)-octadecen-9,12-dien-1-yloxy]propan-1-amine